C1CCC(CC1)(C2=CC=CC=C2)N3CCCCC3 The molecule is a member of the class of piperidines that is piperidine in which the nitrogen is substituted with a 1-phenylcyclohexyl group. Formerly used as an anaesthetic agent, it exhibits both hallucinogenic and neurotoxic effects. It has a role as a neurotoxin, a psychotropic drug, an anaesthetic and a NMDA receptor antagonist. It is a member of piperidines and a member of benzenes. It derives from a hydride of a piperidine.